2-[3-(benzimidazol-1-yl)-5-(4-cyano-2,6-dimethylphenyl)phenoxy]-9-(4-t-butylpyridin-2-yl)carbazole N1(C=NC2=C1C=CC=C2)C=2C=C(OC1=CC=3N(C4=CC=CC=C4C3C=C1)C1=NC=CC(=C1)C(C)(C)C)C=C(C2)C2=C(C=C(C=C2C)C#N)C